N-(4-(4-amino-7-methyl-5-(4-((6-methylpyridin-2-yl)oxy)phenyl)-7H-pyrrolo[2,3-d]pyrimidin-6-yl)-2-((dimethylamino)methyl)phenyl)methacrylamide NC=1C2=C(N=CN1)N(C(=C2C2=CC=C(C=C2)OC2=NC(=CC=C2)C)C2=CC(=C(C=C2)NC(C(=C)C)=O)CN(C)C)C